N=1N2C(C=NC1)=CC=C2B(O)O pyrrolo[2,1-f][1,2,4]triazin-7-ylboronic acid